FC1=C(C=CC(=O)NC2=CC=C(C=C2)CCCC(=O)O)C=CC=C1 4-(4-(N-(2-fluorocinnamoyl))aminophenyl)butyric acid